C(C)OCCOCCOCCOCCO tetraethyleneglycol ethyl ether